silver-palladium lead [Pb].[Pd].[Ag]